BrC=1C=CC2=C(NC(=N2)C2=CC(=C(C=C2)OC)OC)C1 6-bromo-2-(3,4-dimethoxyphenyl)-1H-benzo[d]imidazole